C(C(C)C)N1CCC(CC1)N1CCC(CC1)C=1C=C(C2=C(N(C(=N2)C=2C=C(C=3N(C2)N=CN3)OC)C)C1)C 6-(6-(1'-isobutyl-[1,4'-bipiperidin]-4-yl)-1,4-dimethyl-1H-benzo[d]imidazol-2-yl)-8-methoxy-[1,2,4]triazolo[1,5-a]pyridine